N-(4-oxo-2-thioxo-3-(4-(trifluoromethyl)phenyl)-1,2,3,4-tetrahydroquinazolin-6-yl)acetamide O=C1N(C(NC2=CC=C(C=C12)NC(C)=O)=S)C1=CC=C(C=C1)C(F)(F)F